CC1(CC=C(CC1)C=1C=C2C=NN(C2=CC1)C=1C=C(C(=C(C1)O)F)C(F)(F)F)C 5-(5-(4,4-dimethylcyclohex-1-en-1-yl)-1H-indazol-1-yl)-2-fluoro-3-(trifluoromethyl)phenol